NC1(CCN(CC1)N1N=C(C2=C1N=CC=C2C(=O)O)C2=C(C(=CC=C2)F)F)C (4-amino-4-methylpiperidin-1-yl)-3-(2,3-difluorophenyl)-1H-pyrazolo[3,4-b]pyridine-4-carboxylic acid